(S)-3-(1-hydroxypropan-2-yl)-8-(1H-pyrazol-1-yl)-6-(5-(trifluoromethyl)pyridin-2-yl)pyrido[3,4-d]pyrimidin-4(3H)-one OC[C@H](C)N1C=NC2=C(C1=O)C=C(N=C2N2N=CC=C2)C2=NC=C(C=C2)C(F)(F)F